C12C3C=CCC3C(CC1)C2 TRICYCLO[5.2.1.0~2,6~]DEC-3-EN